1-methyl-4-[4-methyl-4-(4-methylquinolin-2-yl)piperidin-1-yl]-2-oxo-1,2-dihydroquinoline-3-carbonitrile CN1C(C(=C(C2=CC=CC=C12)N1CCC(CC1)(C1=NC2=CC=CC=C2C(=C1)C)C)C#N)=O